CC(C1=C(C=CC=C1)C)=C(C(=O)OCCC)C(=O)OCCC di-n-propyl (1-methyl-1-(2-methylphenyl)methylene)malonate